3-(1'-((1-methyl-1H-indazol-6-yl)methyl)-6-oxo-6,8-dihydro-2H,7H-spiro[furo[2,3-e]isoindole-3,4'-piperidin]-7-yl)piperidine-2,6-dione CN1N=CC2=CC=C(C=C12)CN1CCC2(CC1)COC1=C3CN(C(C3=CC=C12)=O)C1C(NC(CC1)=O)=O